6-((1r,4r)-4-(3-chloro-2-(trifluoromethyl)pyridin-4-yl)cyclohexyl)-2-thia-6-azaspiro[3.4]octane 2,2-dioxide ClC=1C(=NC=CC1C1CCC(CC1)N1CC2(CS(C2)(=O)=O)CC1)C(F)(F)F